((5-(3,5-difluorophenyl)-4,5-dihydro-1H-pyrazol-1-yl)(3aR,6aS)-octahydrocyclopenta[c]pyrrol-5-yl)ketone trifluoroacetate FC(C(=O)O)(F)F.FC=1C=C(C=C(C1)F)C1CC=NN1C1NC[C@H]2[C@@H]1CC(C2)C(=O)C2C[C@@H]1[C@@H](C(NC1)N1N=CCC1C1=CC(=CC(=C1)F)F)C2